N1=NN(C2=NC=CC=C21)C2=C(C=CC(=C2)C)S(=O)(=O)[O-] 3H-[1,2,3]triazolo[4,5-b]pyridin-3-yl-4-methylbenzenesulfonate